(3S)-3-[4-(1,4-dioxa-8-azaspiro[4.5]dec-8-yl)indol-1-yl]piperidine-2,6-dione O1CCOC12CCN(CC2)C2=C1C=CN(C1=CC=C2)[C@@H]2C(NC(CC2)=O)=O